FC1=CC=C2C(=CNC2=C1)C1CN(CC1C)C(=O)OC(C)(C)C tert-butyl 3-(6-fluoro-1H-indol-3-yl)-4-methylpyrrolidine-1-carboxylate